CC=1C=C(C=2N(C(C=C(N2)OC2COCC2)=O)C1)C(C)NC1=C(C(=O)O)C=CC=C1 2-((1-(7-methyl-4-oxo-2-((tetrahydrofuran-3-yl)oxy)-4H-pyrido[1,2-a]pyrimidin-9-yl)ethyl)amino)benzoic acid